diphenyltriazinyl[(biphenylyl)benzselenophenyl]benzene C1(=CC=CC=C1)C1=C(C(=C(C=C1)C=1[Se]C2=C(C1C1=C(C=CC=C1)C1=CC=CC=C1)C=CC=C2)C2=NN=NC=C2)C2=CC=CC=C2